1,3-diphenyl-1,3-propyleneglycol dibenzoate C(C1=CC=CC=C1)(=O)OC(CC(C1=CC=CC=C1)OC(C1=CC=CC=C1)=O)C1=CC=CC=C1